[3-(5-bromo-6-fluoro-2-iodo-1H-indol-3-yl)-2,2-dimethyl-propoxy]-tert-butyl-diphenyl-monosilane BrC=1C=C2C(=C(NC2=CC1F)I)CC(CO[Si](C1=CC=CC=C1)(C1=CC=CC=C1)C(C)(C)C)(C)C